3-((R)-1-(3-(piperidin-4-yl)propionyl)piperidine-3-carboxamido)propionic acid N1CCC(CC1)CCC(=O)N1C[C@@H](CCC1)C(=O)NCCC(=O)O